7-amino-2,2-difluoro-5-oxa-7-azaspiro[3.4]octan-6-one NN1C(OC2(CC(C2)(F)F)C1)=O